FC1=C(C(=C(C(=C1[B-](C1=C(C(=C(C(=C1F)F)F)F)F)(C1=C(C(=C(C(=C1F)F)F)F)F)C1=C(C(=C(C(=C1F)F)F)F)F)F)F)F)F.C(CCCCCCCCCCC)C1=C(C=CC=C1)[I+]C1=C(C=CC=C1)CCCCCCCCCCCC bis-(dodecylphenyl)-iodonium tetrakis(pentafluorophenyl)borate